1,2-bis[(2-mercaptoethyl)Thio]-3-mercaptopropane SCCSCC(CS)SCCS